NCCNC(=S)NC(C1=CC=CC=C1)=O N-aminoethyl-N'-benzoylthiourea